3-(2-(7-ethoxy-6-methoxy-2-(morpholin-4-carbonyl)-1,2,3,4-tetrahydroisoquinolin-1-yl)ethyl)-1H-indole-5-carboxylic acid C(C)OC1=C(C=C2CCN(C(C2=C1)CCC1=CNC2=CC=C(C=C12)C(=O)O)C(=O)N1CCOCC1)OC